[Br-].NCCC[CH+][N+]12CCN(CC1)CC2.[Br-] 1-(4-aminobutan-1-ylium-1-yl)-1,4-diazabicyclo[2.2.2]octan-1-ium bromide